tert-butyl N-[3-({[2-(2,4-dihydroxyphenyl)propan-2-yl]amino}methyl)-2-fluorophenyl]carbamate OC1=C(C=CC(=C1)O)C(C)(C)NCC=1C(=C(C=CC1)NC(OC(C)(C)C)=O)F